(R)-5-(((6-(3-(2-(4-(((1-Acetylpiperidin-4-yl)amino)methyl)-3-methoxyphenyl)-3-chloropyridin-4-yl)-2-chlorophenyl)-2-methoxypyridin-3-yl)methyl)amino)piperidin-2-one C(C)(=O)N1CCC(CC1)NCC1=C(C=C(C=C1)C1=NC=CC(=C1Cl)C=1C(=C(C=CC1)C1=CC=C(C(=N1)OC)CN[C@@H]1CCC(NC1)=O)Cl)OC